2-(3-(3-((R)-fluoro(4-methyl-4H-1,2,4-triazol-3-yl)methyl)oxetan-3-yl)phenyl)-6-((S)-1-((1-methylcyclobutyl)amino)ethyl)-4-(trifluoromethyl)isoindolin-1-one F[C@H](C1(COC1)C=1C=C(C=CC1)N1C(C2=CC(=CC(=C2C1)C(F)(F)F)[C@H](C)NC1(CCC1)C)=O)C1=NN=CN1C